Cl.NCCCCCNC(=O)C1=C(C=C(C=C1)NC(=O)C=1N(C(=CN1)C=1C(=NN(C1)CC(=C)C)C(F)(F)F)C)Cl N-(4-((5-aminopentyl)carbamoyl)-3-chlorophenyl)-1-methyl-5-(1-(2-methylallyl)-3-(trifluoromethyl)-1H-pyrazol-4-yl)-1H-imidazole-2-carboxamide hydrochloride